BrC=1C=C(C(=CC1)NC(C)C)N 4-bromo-N1-isopropylbenzene-1,2-diamine